ClC1=CC(=C(C(=C1)F)C1=CC(=NC(=C1)C1CC1)NC(C=1C(N(C=C(C1)CNCC1CC1)C1CC1)=O)=O)C(=O)N1CC(C1)(F)F N-(4-{4-chloro-2-[(3,3-difluoro-1-azetidinyl)carbonyl]-6-fluorophenyl}-6-cyclopropyl-2-pyridyl)-1-cyclopropyl-5-{[(cyclopropylmethyl)amino]methyl}-2-oxo-1,2-dihydronicotinamide